C1(=NC=CC2=CC=CC=C12)OC1=NC=CC2=CC=CC=C12 isoquinolinyl oxide